2-(5-(8-Cyanoquinolin-5-yl)-3-methyl-5,6-dihydropyrrolo[3,4-c]pyrazol-2(4H)-yl)acetic acid tert-butyl ester C(C)(C)(C)OC(CN1N=C2C(=C1C)CN(C2)C2=C1C=CC=NC1=C(C=C2)C#N)=O